N-((6-methoxy-2,2-dimethyl-2,3-dihydrobenzofuran-7-yl)sulfonyl)-8-methyl-5-(pyridin-2-yl)quinoline-2-carboxamide COC1=C(C2=C(CC(O2)(C)C)C=C1)S(=O)(=O)NC(=O)C1=NC2=C(C=CC(=C2C=C1)C1=NC=CC=C1)C